(S)-3-(1H-indol-3-yl)-2-(4-methylphenyl-sulphonyl)-N-(4-(4-morpholinophenyl)thiazol-2-yl)propanamide N1C=C(C2=CC=CC=C12)C[C@@H](C(=O)NC=1SC=C(N1)C1=CC=C(C=C1)N1CCOCC1)S(=O)(=O)C1=CC=C(C=C1)C